(5-Chloro-1-methyl-3-(5-methylisoxazol-3-yl)-1H-pyrazol-4-yl)(3-(methyl(phenethyl)amino)azepan-1-yl)methanone ClC1=C(C(=NN1C)C1=NOC(=C1)C)C(=O)N1CC(CCCC1)N(CCC1=CC=CC=C1)C